2-bromo-6,7-dihydro-1H,5H-pyrrolo[2,3-c]azepine-4,8-dione BrC1=CC2=C(C(NCCC2=O)=O)N1